2-(phenyl)-N,N-dimethylacetamidine C1(=CC=CC=C1)CC(=N)N(C)C